NC1=CC(=C(C=C1)S(=O)(=O)N(C)C)Cl 4-amino-2-chloro-N,N-dimethylbenzenesulfonamide